2-chloro-4-(6-chloro-3-pyridyl)-pyrimidine ClC1=NC=CC(=N1)C=1C=NC(=CC1)Cl